ClC1=C(OC2CCN(CC2)C(CNC(=O)C=2N=NN(C2)C2=CC(=CC=C2)F)=O)C=C(C=C1)F 1-(3-Fluoro-phenyl)-1H-[1,2,3]triazole-4-carboxylic acid {2-[4-(2-chloro-5-fluoro-phenoxy)-piperidin-1-yl]-2-oxo-ethyl}-amide